ClC1=C(C=C2C=C(N=CC2=C1)NC(=O)C1C(C1)OCC)C1CCN(CC1)C1(COCC1O)C N-(7-chloro-6-(1-(4-hydroxy-3-methyltetrahydrofuran-3-yl)piperidin-4-yl)isoquinolin-3-yl)-2-ethoxycyclopropane-1-carboxamide